C(C=C)(=O)N1COC2(C1)CN(CC2)C(=O)OC(C)(C)C tert-butyl 3-(prop-2-enoyl)-1-oxa-3,7-diazaspiro[4.4]nonane-7-carboxylate